C(CCCCCCCCC)OC=1C=C(C=C(C1)OCCCCCCCCCCCCCCC)CO (3-(Decyloxy)-5-(pentadecyloxy)phenyl)methanol